NC1=CC(=C(OC=2C=C(C=CC2)S(=O)(=NC2=NC=CC=C2)C)C=C1C)C (3-(4-amino-2,5-dimethylphenoxy)phenyl)(methyl)(pyridin-2-ylimino)-λ6-sulfanone